BrC1=CC=C(C=C1)NC(=O)NC1CCN(CC1)C 1-(4-Bromophenyl)-3-(1-methylpiperidin-4-yl)urea